methyl-N-[(2R,3S)-3-(4-amino-3-fluorophenyl)-1-(4-methylpiperazin-1-yl)-1-oxobutan-2-yl]propanamide CC(C(=O)N[C@@H](C(=O)N1CCN(CC1)C)[C@@H](C)C1=CC(=C(C=C1)N)F)C